FC=1C=C(C=C(C1)OCC(CO)C)C1=CC=C(C(=N1)N1C(C[C@@H](C1)C)(C)C)C(=O)N 6-[3-fluoro-5-(3-hydroxy-2-methyl-propoxy)phenyl]-2-[(4S)-2,2,4-trimethylpyrrolidin-1-yl]pyridin-3-carboxamid